FC1=CC=C(S1)CC[C@@]1(CN(CC1)C(C)(C)C=1C=NC(=CC1)C)C(C)(C)NS(N)(=O)=O |o1:8| (R or S)-2-(3-(2-(5-fluoro-thiophen-2-yl)ethyl)-1-(2-(6-methylpyridin-3-yl)propan-2-yl)pyrrolidin-3-yl)propan-2-yl-sulfamoylamine